1-(5-bromo-1,3,4-thiadiazol-2-yl)cyclobutan-1-ol BrC1=NN=C(S1)C1(CCC1)O